(R*)-1-(10,11-dihydrobenzo[6,7]oxepino[3,2-b]pyridin-10-yl)-N-methylmethanamine N1=C2C(=CC=C1)OC1=C([C@@H](C2)CNC)C=CC=C1 |o1:9|